N-[2-(4-formylcyclohexyl)-6-isopropyl-indazol-5-yl]-6-(trifluoromethyl)pyridine-2-carboxamide C(=O)C1CCC(CC1)N1N=C2C=C(C(=CC2=C1)NC(=O)C1=NC(=CC=C1)C(F)(F)F)C(C)C